CC/C=C\\C/C=C\\C=C\\C(C/C=C\\C/C=C\\CCCC(=O)O)O The molecule is a HEPE that consists of (5Z,8Z,12E,14Z,17Z)-icosapentaenoic acid in which the hydroxy group is located at position 11. It has a role as a rat metabolite. It derives from an all-cis-5,8,11,14,17-icosapentaenoic acid.